CC1=CC2=C(CSC23CCNCC3)C=C1 5-methylspiro[1H-2-benzothiophene-3,4'-piperidine]